CC=1C=CC(=C(C1)O)NC1=CC=CC=C1 5-Methyl-2-(anilino)phenol